C1=NC=CC2=C1C[C@@H](C1=C(O2)C=CC=C1)CNC |o1:7| (S*)-1-(10,11-dihydrobenzo[6,7]oxepino[3,2-c]pyridin-10-yl)-N-methylmethanamine